ClC=1N=C(C2=C(N1)C=CC=N2)OCC2=CC=C(C=C2)C=2N(C=C(N2)C(C)(C)O)C 2-(2-(4-(((2-chloropyrido[3,2-d]pyrimidin-4-yl)oxy)methyl)phenyl)-1-methyl-1H-imidazol-4-yl)propan-2-ol